N1=NC=C(C=C1)C1=CC(=C2C=NNC2=C1)OCCOCCCCNCC=1C=C(C=C(C1)OC(F)(F)F)CCO 2-(3-(((4-(2-((6-(pyridazin-4-yl)-1H-indazol-4-yl)oxy)ethoxy)butyl)amino)methyl)-5-(trifluoromethoxy)phenyl)ethanol